C(C)S(=O)CC1CCN(CC1)C(=O)C=1C=C(C(=NC1C(F)(F)F)O)C#N 5-[4-(ethylsulfinylmethyl)piperidine-1-carbonyl]-2-hydroxy-6-(trifluoromethyl)pyridine-3-carbonitrile